methyl 3-amino-3-methyl-butanoate hydrochloride salt Cl.NC(CC(=O)OC)(C)C